(S)-6-Ethyl-N-((S)-1-(5-(7-methoxychinolin-6-yl)oxazol-2-yl)-7-oxononyl)-6-azaspiro[2.5]octan-1-carboxamid C(C)N1CCC2(C[C@@H]2C(=O)N[C@@H](CCCCCC(CC)=O)C=2OC(=CN2)C=2C=C3C=CC=NC3=CC2OC)CC1